8-Oxa-2-aza-spiro[4.5]decane-2-carboxylic acid [7-(2-fluoro-5-hydroxy-phenyl)-4-methoxy-thiazolo[4,5-c]pyridin-2-yl]-amide FC1=C(C=C(C=C1)O)C=1C2=C(C(=NC1)OC)N=C(S2)NC(=O)N2CC1(CC2)CCOCC1